N-(pyridazin-4-yl)benzamid N1=NC=C(C=C1)NC(C1=CC=CC=C1)=O